BrC1=CC=C(C=C1)C(C)(C)C1=CC=C(C=C1)Br bis(4-bromophenyl)propane